(S)-3,4-dichloro-2-(3-ethyl-6,7-dihydro-5H-pyrrolo[1,2-a]imidazol-6-yl)phenol ClC=1C(=C(C=CC1Cl)O)[C@@H]1CC=2N(C(=CN2)CC)C1